ClC1=CC(=C(C=C1)N1CC(N(C2(COC2)C1=O)CC1=CC=C(C=C1)F)=O)F 8-(4-chloro-2-fluoro-phenyl)-5-(4-fluorobenzyl)-2-oxa-5,8-diazaspiro-[3.5]nonane-6,9-dione